CN1N=C(C=C1NC(C1=CC=C(C=C1)C(F)(F)F)=O)C(F)(F)F N-(1-methyl-3-(trifluoromethyl)-1H-pyrazol-5-yl)-4-(trifluoromethyl)benzamide